3,3,7,7-tetramethoxy-5,5-bis((trimethoxysilyl)methyl)-2,8-dioxa-3,7-disilonane CO[Si]1(OCCO[Si](CC(C1)(C[Si](OC)(OC)OC)C[Si](OC)(OC)OC)(OC)OC)OC